OC(C=1SC2=C(N(C=3C(NN=CC32)=O)C)N1)C1=NNC=C1 2-(hydroxy(1H-pyrazol-3-yl)methyl)-4-methyl-4H-thiazolo[5',4':4,5]pyrrolo[2,3-d]pyridazin-5(6H)-one